ClC=1C=C(C=CC1)N1N=CC(=C1)CC(=O)NC=1SC(=CN1)C1CC1 2-[1-(3-chlorophenyl)-1H-pyrazol-4-yl]-N-(5-cyclopropyl-1,3-thiazol-2-yl)acetamide